(2R,4aS,6aS,9S,12bR,14aS,14bR)-10-(2-benzoylhydrazono)-9-methoxy-2,4a,6a,9,12b,14a-hexamethyl-11-oxo-1,2,3,4,4a,5,6,6a,9,10,11,12b,13,14,14a,14b-hexadecahydropicene-2-carboxylic acid C(C1=CC=CC=C1)(=O)NN=C1[C@@](C2=CC=C3[C@]4(CC[C@]5(CC[C@](C[C@H]5[C@@]4(CC[C@]3(C2=CC1=O)C)C)(C(=O)O)C)C)C)(C)OC